(2S)-2-(1H-benzimidazole-2-carbonylamino)-4,4-dimethyl-pentanoic acid N1C(=NC2=C1C=CC=C2)C(=O)N[C@H](C(=O)O)CC(C)(C)C